3-(N-carbazolyl)-N-phenylcarbazole C1=CC=CC=2C3=CC=CC=C3N(C12)C=1C=CC=2N(C3=CC=CC=C3C2C1)C1=CC=CC=C1